C(C)(=O)O[C@H]1[C@@H](O[C@H]([C@H]([C@@H]1OC(C)=O)OC(C)=O)Br)COC([C@H](N(C)C(=O)OCC1=CC=CC=C1)CC(C)C)=O (2S,3S,4r,5S,6S)-2-(((N-(benzyloxycarbonyl)-N-methyl-D-leucinyl) oxy) methyl)-6-bromotetrahydro-2H-pyran-3,4,5-trisyl triacetate